1-[[2-(difluoromethoxy)pyridin-4-yl]methyl]-3-(3,3,3-trifluoro-2-methoxypropyl)urea FC(OC1=NC=CC(=C1)CNC(=O)NCC(C(F)(F)F)OC)F